N=1C=NN2C1C=CC=C2C2=CC=C(C=C2)N2CCN(CC2)C(=O)NC=2N=C(SC2)C#C 4-(4-([1,2,4]Triazolo[1,5-a]pyridin-5-yl)phenyl)-N-(2-ethynylthiazol-4-yl)-piperazine-1-carboxamide